S1C(=NC2=C1C=CC=C2)C=2C(=CC1=CC=CC=C1C2)[O].[O] oxygen (3-(benzothiazole-2-yl)naphthalene-2-yl)oxygen